Tert-butyl (3S)-3-[[4-[6-cyano-7-pyridazin-4-yl-1-(2-trimethylsilylethoxymethyl) indol-3-yl]-5-(trifluoromethyl)pyrimidin-2-yl]amino]piperidine-1-carboxylate C(#N)C1=CC=C2C(=CN(C2=C1C1=CN=NC=C1)COCC[Si](C)(C)C)C1=NC(=NC=C1C(F)(F)F)N[C@@H]1CN(CCC1)C(=O)OC(C)(C)C